BrC1=CC=C(C=C1)NC=1NC(=C(C(N1)C1=CC=C(C=C1)F)C(=O)OCC)C Ethyl 2-((4-bromophenyl)amino)-4-(4-fluorophenyl)-6-methyl-1,4-dihydropyrimidine-5-carboxylate